(1R)-1-[methoxy(methyl)carbamoyl]ethyl acetate C(C)(=O)O[C@H](C)C(N(C)OC)=O